NC1=NC=2C=NC(=CC2C2=C1COC2)C(=O)N([C@@H]2COC1=C2C=CC(=C1)C=1C=NN(C1)C(F)(F)F)C 4-amino-N-methyl-N-((3S)-6-(1-(trifluoromethyl)-1H-pyrazol-4-yl)-2,3-dihydro-1-benzofuran-3-yl)-1,3-dihydrofuro[3,4-c][1,7]naphthyridine-8-carboxamide